3-(6-chloropyridin-3-yl)-5-(2,3-dimethylphenyl)-6-methoxy-1-((2-(trimethylsilyl)ethoxy)-methyl)-1H-pyrazolo[4,3-b]Pyridine ClC1=CC=C(C=N1)C1=NN(C=2C1=NC(=C(C2)OC)C2=C(C(=CC=C2)C)C)COCC[Si](C)(C)C